C1(=CC=CC=C1)C1=NC(=NC(=N1)C1=CC=CC=C1)C=1C=C(C=C(C1)N1C2=CC=CC=C2C=2C=C(C=CC12)C1=CC=CC=2C3(C4=CC=CC=C4C12)C1=CC=CC=C1C=1C=CC=CC13)N1C3=CC=CC=C3C=3C=C(C=CC13)C1=CC=CC=3C2(C4=CC=CC=C4C13)C1=CC=CC=C1C=1C=CC=CC12 9,9'-(5-(4,6-diphenyl-1,3,5-triazin-2-yl)-1,3-phenylene)bis(3-(9,9'-spirobi[fluoren]-4-yl)-9H-carbazole)